[Lu].[Cr] chromium-lutetium